5-hexylthio-1,3,4-thiadiazoline-2-thione C(CCCCC)SC1N=NC(S1)=S